5-(4-cyclohexylphenyl)-3-((2s,3s)-3-(fluoromethyl)-2-methylazetidin-1-carbonyl)-2-(3-methylpyrazin-2-yl)pyrazolo[1,5-a]pyrimidin-7(4H)-one C1(CCCCC1)C1=CC=C(C=C1)C=1NC=2N(C(C1)=O)N=C(C2C(=O)N2[C@H]([C@H](C2)CF)C)C2=NC=CN=C2C